(3S,4R)-N-cyclopropyl-4-hydroxypyrrolidine-3-carboxamide C1(CC1)NC(=O)[C@H]1CNC[C@@H]1O